1-(3-(2-methoxy-4-(3-oxobutyl)phenoxy)propyl)-2(1H)-quinoxalinone COC1=C(OCCCN2C(C=NC3=CC=CC=C23)=O)C=CC(=C1)CCC(C)=O